FC(C(=O)O)(F)F.C1(CC1)OC=1C(=NC=CC1)N1CCNCC1 1-(3-cyclopropoxypyridin-2-yl)piperazine 2,2,2-trifluoroacetate